3-(bromomethyl)-4-fluorobenzoic acid methyl ester COC(C1=CC(=C(C=C1)F)CBr)=O